Cl.Cl.Cl.NC1=NC=CC(=C1F)C1=NC(=C(C=C1)O)C1=NC(=NC(=C1C)C1CCN(CC1)C(C)C)N 2'-amino-6-(2-amino-6-(1-isopropylpiperidin-4-yl)-5-methylpyrimidin-4-yl)-3'-fluoro-[2,4'-bipyridine]-5-ol trihydrochloride